ClC(=O)C1CCC(CC1)C(=O)OC 1-(1R,4R)-methyl 4-(chlorocarbonyl)cyclohexanecarboxylate